imidazoquinolinic acid methyl ester COC(=O)C=1NC2=C(C=CC=3C=CC=NC23)N1